C(CCCCCCCC)SCSCCCCCCCCC1(OCC(O1)CCN(C)C)CCCCCCCCSCSCCCCCCCCC 2-(2,2-bis(8-(((nonylthio)methyl)thio)octyl)-1,3-dioxolan-4-yl)-N,N-dimethyl-ethan-1-amine